2-chloro-4,6-bis((E)-styryl)-1,3,5-triazine ClC1=NC(=NC(=N1)\C=C\C1=CC=CC=C1)\C=C\C1=CC=CC=C1